COC1=NC=C(C(=N1)OC)S(=O)(=O)F 2,4-Dimethoxypyrimidine-5-sulfonyl fluoride